N[C@@H]1C2=C(OC13CCN(CC3)C=3N=CC(=NC3)SC=3C(=C(C=CC3)NC(=O)C=3C(N(C=C(C3O)C3=CC(=CC=C3)Cl)C)=C=O)Cl)C=CC=C2 (R)-N-(3-((5-(3-amino-3H-spiro[benzofuran-2,4'-piperidine]-1'-yl)pyrazin-2-yl)thio)-2-chlorophenyl)-5-(3-chlorophenyl)-4-hydroxy-1-methyl-2-carbonyl-1,2-dihydropyridine-3-carboxamide